Bis(2-pentyloctyl)8,8'-((2-(piperidin-4-yl)ethyl)azanediyl)dioctanoate C(CCCC)C(COC(CCCCCCCN(CCCCCCCC(=O)OCC(CCCCCC)CCCCC)CCC1CCNCC1)=O)CCCCCC